tetramethyliminobispropylamine CN(C)CCCNCCCN(C)C